[1,2,3,4-13C4]octanesulfonate [13CH2]([13CH2][13CH2][13CH2]CCCC)S(=O)(=O)[O-]